CC1=CC(=NN1)NC=1N=C(C2=C(N1)C=CO2)N2CCOCC2 N-(5-methyl-1H-pyrazol-3-yl)-4-morpholino-furo[3,2-d]pyrimidin-2-amine